C[N+](C)(C)CC1=CC=CC=C1C=C Trimethyl(Vinylbenzyl)Ammonium Chloride